heptafluoropropylsulfonamide FC(C(F)(F)S(=O)(=O)N)(C(F)(F)F)F